[NH4+].C(CCCCCCC\C=C/C\C=C/CCCCC)(=O)[O-] linoleate ammonium